C(#N)N1C[C@@H]2N(CC[C@@H]2C1)C(=O)NC1=C(C=C(C=C1)C#N)F (3aR,6aR)-5-cyano-N-(4-cyano-2-fluorophenyl)hexa-hydropyrrolo[3,4-b]pyrrole-1(2H)-carboxamide